CC(C)N1C(CN2C1=NC(=CC2=O)C(F)(F)F)=O 1-prop-2-yl-7-(trifluoromethyl)-3H-imidazo[1,2-a]pyrimidine-2,5-dione